FC(C(=O)O)(F)F.FC1=CC=C(C=C1)C(C(=O)N)N1CCC2(CC1)C(N(C=1C2=C2C(=NC1)NC(=C2C2=CC=CC=C2)C=2C=NN(C2)C)C)=O 2-(4-Fluorophenyl)-2-(6-methyl-2-(1-methyl-1H-pyrazol-4-yl)-7-oxo-1-phenyl-6,7-dihydro-3H-spiro[dipyrrolo[2,3-b:3',2'-d]pyridine-8,4'-piperidin]-1'-yl)acetamide, trifluoroacetate salt